N-(3-chloro-2-fluorophenyl)-7-methoxy-2-(tetrahydro-2H-pyran-4-yl)imidazo[1,2-a]pyridine-6-carboxamide ClC=1C(=C(C=CC1)NC(=O)C=1C(=CC=2N(C1)C=C(N2)C2CCOCC2)OC)F